dimethylaminoacetaldehyde disulfite S(=O)(O)OS(=O)O.CN(C)CC=O